FC1=CC=C(C=C1)C1=CC=C(C=2NC(=NC21)NC(=O)N2CC1(CC2)CCOCC1)OC N-[4-(4-fluorophenyl)-7-methoxy-1H-1,3-benzodiazol-2-yl]-8-oxa-2-azaspiro[4.5]decane-2-carboxamide